C(C)OC1=CN=CC(=N1)C=1C=CC(=NC1)C(=O)N 5-(6-ethoxypyrazin-2-yl)pyridinecarboxamide